C(C=C)N1N(C2=NC(=NC=C2C1=O)NC=1C=NN(C1)C(C)C)C1=NC(=CC=C1)OC1CC2CCCC(C1)N2C 2-allyl-6-(1-isopropyl-4-pyrazolylamino)-1-{6-(9-methyl-9-azabicyclo[3.3.1]non-3-yloxy)-2-pyridyl}-1,2-dihydro-3H-1,2,5,7-tetraazainden-3-one